C(C)C1(CCCCC1)[Na] ethyl-cyclohexyl-sodium